S(=O)(=O)(O)O.OC1=C(C=O)C(=CC=C1)OC[C@H]1N(CCOC1)CC1=C(N=CC=C1)CCO (S)-2-hydroxy-6-((4-(2-(2-hydroxyethyl)nicotinyl)morpholin-3-yl)methoxy)benzaldehyde sulfate